N-ethyl-2-(ethylsulfonyl)-3-(6-(2,2,3,3,3-pentafluoropropoxy)pyridazin-3-yl)pyrazolo[1,5-a]pyrimidin-7-amine C(C)NC1=CC=NC=2N1N=C(C2C=2N=NC(=CC2)OCC(C(F)(F)F)(F)F)S(=O)(=O)CC